NC1=NNC2=C1C(=NC=C2C2=NC=C(C=C2)C)C2=CC=C(CNC(C1=C(C=CC(=C1)F)OC)=O)C=C2 N-(4-(3-amino-7-(5-methylpyridin-2-yl)-1H-pyrazolo[4,3-c]pyridin-4-yl)benzyl)-5-fluoro-2-methoxybenzamide